1-(tert-butoxycarbonyl)-4-methylazetidine-2-carboxylic acid C(C)(C)(C)OC(=O)N1C(CC1C)C(=O)O